3-(((3-(ethyl-(methyl)amino)propoxy)carbonyl)oxy)pentane C(C)N(CCCOC(=O)OC(CC)CC)C